N-[2-(pyridin-3-yl)-1,3-benzoxazol-5-yl]quinoline-2-carboxamide isononyl-acetate (neononyl-acetate) C(CCCCC(C)(C)C)CC(=O)O.C(CCCCCC(C)C)OC(C)=O.N1=CC(=CC=C1)C=1OC2=C(N1)C=C(C=C2)NC(=O)C2=NC1=CC=CC=C1C=C2